(3-bromo-2,2-dimethoxypropionyl)-L-serine methyl ester COC([C@@H](NC(C(CBr)(OC)OC)=O)CO)=O